N-(2,6-dioxo-3-piperidyl)-6-[4-(4-piperidylmethyl)piperazin-1-yl]pyridazine-3-carboxamide O=C1NC(CCC1NC(=O)C=1N=NC(=CC1)N1CCN(CC1)CC1CCNCC1)=O